3-(methylamino)-3-oxo-2-(3,3',4'-trifluoro-[1,1'-biphenyl]-4-yl)propanoic acid CNC(C(C(=O)O)C1=C(C=C(C=C1)C1=CC(=C(C=C1)F)F)F)=O